BrC=1C=C(C2=C(NC(=N2)C)C1C(C)C)F 6-bromo-4-fluoro-7-isopropyl-2-methyl-1H-benzo[d]imidazole